NC1=CC(=NC=N1)NC(C)=O N-(6-aminopyrimidine-4-yl)ethanamide